4-((2'S,3S,4'S,5'R)-5-chloro-4'-(2-chlorophenyl)-1-(4-cyanobenzyl)-2'-neopentyl-spiro[indoline-3,3'-pyrrolidine]-5'-carboxamido)-3-methoxybenzoic acid ClC=1C=C2C(=CC1)N(C[C@@]21[C@@H](N[C@H]([C@@H]1C1=C(C=CC=C1)Cl)C(=O)NC1=C(C=C(C(=O)O)C=C1)OC)CC(C)(C)C)CC1=CC=C(C=C1)C#N